O.O.[Mo] molybdate dihydrate